C[C@@]12C(CC[C@H]1[C@@H]1CCC3=CC(CCC3=C1[C@H](C2)CCCCCC(=O)O)=O)=O 6-((8S,11S,13S,14S)-13-methyl-3,17-dioxo-2,3,6,7,8,11,12,13,14,15,16,17-dodecahydro-1H-cyclopenta[a]phenanthren-11-yl)hexanoic acid